Cl.C12(CC(C1)C2)N bicyclo[1.1.1]pentan-1-amine hydrogen chloride